C(C=C)(=O)N1CC(=CCC1)C1=NC=C(C=C1)C(C(=O)NC1=NC2=CC=CC=C2C=N1)C 2-(1'-propenoyl-1',2',5',6'-tetrahydro-[2,3'-bipyridin]-5-yl)-N-(quinazolin-2-yl)-propionamide